1-(4-ethylphenyl)-1H-pyrrole C(C)C1=CC=C(C=C1)N1C=CC=C1